C(#N)[C@H](C[C@H]1C(NCC1)=O)NC(=O)[C@@H]1[C@H]2C([C@H]2CN1C(CN(C(C)C)C(C)C)=O)(C)C (1R,2S,5S)-N-((S)-1-cyano-2-((S)-2-oxopyrrolidin-3-yl)ethyl)-3-(2-(diisopropylamino)acetyl)-6,6-dimethyl-3-azabicyclo[3.1.0]hexane-2-carboxamide